3-(4-(5-(difluoromethyl)-1,3,4-oxadiazol-2-yl)benzyl)-5-fluoro-1-(1-(methylsulfonyl)piperidin-4-yl)-1,3-dihydro-2H-benzo[d]imidazol-2-one FC(C1=NN=C(O1)C1=CC=C(CN2C(N(C3=C2C=C(C=C3)F)C3CCN(CC3)S(=O)(=O)C)=O)C=C1)F